4-chloro-6-(cyclopropoxy)-3-fluoro-2-(2-methylpyrazol-3-yl)benzonitrile ClC1=C(C(=C(C#N)C(=C1)OC1CC1)C=1N(N=CC1)C)F